1-[(2-chloro-5-thiazolyl)methyl]-2-hydroxy-9-methyl-3-[3-(3-methyl-1-butyn-1-yl)phenyl]-4-oxo-4H-pyrido[1,2-a]pyrimidinium ClC=1SC(=CN1)C[N+]1=C2N(C(C(=C1O)C1=CC(=CC=C1)C#CC(C)C)=O)C=CC=C2C